C1(CC1)NC(C([C@H](CCC(C)(F)F)NC(=O)C1N(CCC1C)C([C@H](C(C)(C)C)NC(OC)=O)=O)=O)=O Methyl ((2S)-1-(2-(((S)-1-(cyclopropylamino)-6,6-difluoro-1,2-dioxoheptan-3-yl)carbamoyl)-3-methylpyrrolidin-1-yl)-3,3-dimethyl-1-oxobutan-2-yl)carbamate